[N+](=O)([O-])C=1C(=CC(=NC1)N1N=NC=C1)N[C@H]1C[C@H](CCC1)NC(OC(C)(C)C)=O tert-butyl ((1S,3R)-3-((5-nitro-2-(1H-1,2,3-triazol-1-yl)pyridin-4-yl)amino)cyclohexyl)carbamate